NC=1NC(=C(N1)C1=CC=C(C=C1)OCC1=CC=C(C=C1)F)C1=CC(=NC=C1)N 4-(2-Amino-4-(4-((4-fluorobenzyl)oxy)phenyl)-1H-imidazol-5-yl)pyridin-2-amine